COB(O)O Boric acid methyl ester